COC=1C=C(C=C2CCN(C(C12)=O)CC(F)(F)F)C1=CN=C2N1C=CC(=C2)OCCN2[C@@H]1CO[C@H](C2)C1 8-methoxy-6-[7-[2-[(1S,4S)-2-oxa-5-azabicyclo[2.2.1]heptan-5-yl]ethoxy]imidazo[1,2-a]pyridin-3-yl]-2-(2,2,2-trifluoroethyl)-3,4-dihydroisoquinolin-1-one